BrC1=CC(=C(C(=O)OC)C(=C1)C)F methyl 4-bromo-2-fluoro-6-methylbenzoate